C(CCCCCCC\C=C/CCCC)(=O)OCCCCCCCCCCCCCCCCCCCCCCCCO 24-hydroxytetracosyl myristoleate